C=1(C=2N(C=CN1)C=CC2)N2CC(CC2)NC(=O)C2=NN(C=C2)C2=C(C=CC=C2)C 1-o-tolyl-1H-pyrazole-3-carboxylic acid (1-pyrrolo[1,2-a]pyrazin-1-yl-pyrrolidin-3-yl)-amide